O1COC2=C1C=CC(=C2)N(C(C2=CC(=CC=C2)N2N=C(C(=C2C)Br)C(F)(F)F)=O)C N-(1,3-benzodioxol-5-yl)-3-[4-bromo-5-methyl-3-(trifluoromethyl)pyrazol-1-yl]-N-methyl-benzamide